BrC1=CC(=CC=2N1N=C(C2)C2CC2)C(=O)N2C[C@@H]1C([C@@H]1C2)OC2=NC(=CC(=C2)C(C)(C)NC(OC(C)(C)C)=O)C2=CC=C(C=C2)F Tert-butyl (2-(2-(((1R,5S,6s)-3-(7-bromo-2-cyclopropylpyrazolo[1,5-a]pyridine-5-carbonyl)-3-azabicyclo[3.1.0]hexan-6-yl)oxy)-6-(4-fluorophenyl)pyridin-4-yl)propan-2-yl)carbamate